COC([C@H](CCS(=O)(=NC(C)=O)CCCC)N)=O.C(C1=CC=CC=C1)N1C[C@H](OCC1)CCl (S)-4-benzyl-2-(chloromethyl)morpholine (2S)-methyl-4-(N-acetylbutylsulfonimidoyl)-2-aminobutanoate